[Ca].OC=1[C@H](OC(C1O)=O)[C@H](CO)O vitamin C calcium salt